N(=[N+]=[N-])C(C(=O)C1=CC=CC=C1)(C1=CC=CC=C1)F 2-azido-2-fluoro-1,2-diphenylethane-1-one